C(=O)(O)CN1CCN(CCN(CCN(CC1)CC(=O)O)CC(=O)O)CC(=O)O 2-[4,7,10-tris(carboxymethyl)-1,4,7,10-tetrazacyclododec-1-yl]acetic acid